2-{4-[5-chloro-2-(3-methyl-1,2-oxazol-5-yl)phenyl]-5-methoxy-2-oxopyridin-1(2H)-yl}-4-methoxy-N-(2-methyl-2H-indazol-5-yl)butanamide ClC=1C=CC(=C(C1)C1=CC(N(C=C1OC)C(C(=O)NC1=CC2=CN(N=C2C=C1)C)CCOC)=O)C1=CC(=NO1)C